CC1=C(C#N)C(=CC(=N1)N1N=NC(=C1)CN1C[C@H](NCC1)C=1C(=C2COC(C2=CC1)=O)C)C (R)-2,4-dimethyl-6-(4-((3-(4-methyl-1-oxo-1,3-dihydroisobenzofuran-5-yl)piperazin-1-yl)methyl)-1H-1,2,3-triazol-1-yl)nicotinonitrile